N-(2-(2,6-dioxopiperidin-3-yl)-1-oxoisoindolin-5-yl)pyrimidine-4-carboxamide O=C1NC(CCC1N1C(C2=CC=C(C=C2C1)NC(=O)C1=NC=NC=C1)=O)=O